4-(6-((1R,5S)-6-Phenyl-3,6-diazabicyclo[3.1.1]heptan-3-yl)pyrimidin-4-yl)morpholine C1(=CC=CC=C1)N1[C@@H]2CN(C[C@H]1C2)C2=CC(=NC=N2)N2CCOCC2